FC1=C(C(=CC=C1)F)S(=O)(=O)N1CCN(CC1)C(=O)C1=C(C(=O)O)C=CC=C1 [4-(2,6-difluorobenzenesulfonyl)-1-piperazinecarbonyl]Benzoic acid